ClC1=C(CN2C(C=3N(CC2)N=C(C3C3CC3)C(=O)O)=O)C=CC=C1 5-(2-Chlorobenzyl)-3-cyclopropyl-4-oxo-4,5,6,7-tetrahydropyrazolo[1,5-a]pyrazine-2-carboxylic acid